3,8-diamino-5-[3-(diethylmethylammonio)propyl]-6-phenylphenanthridinium di-iodide [I-].[I-].NC=1C=CC2=C3C=CC(=CC3=C([N+](=C2C1)CCC[N+](C)(CC)CC)C1=CC=CC=C1)N